5-Chloro-2-fluoro-4-(6-((tetrahydrofuran-3-yl)oxy)pyridin-3-yl)aniline ClC=1C(=CC(=C(N)C1)F)C=1C=NC(=CC1)OC1COCC1